5-[3-(3-fluorophenoxy)pyrrolidine-1-carbonyl]-6-methyl-N-(1-methylcyclopropyl)furo[2,3-d]pyrimidin-4-amine FC=1C=C(OC2CN(CC2)C(=O)C2=C(OC=3N=CN=C(C32)NC3(CC3)C)C)C=CC1